perfluorododecanoic acid FC(C(=O)O)(C(C(C(C(C(C(C(C(C(C(F)(F)F)(F)F)(F)F)(F)F)(F)F)(F)F)(F)F)(F)F)(F)F)(F)F)F